N-(6-amino-5-methyl-3-pyridyl)-2-oxo-2-[(1R,4R,5S)-4-(2-thienyl)-3-azabicyclo[3.2.1]Octan-3-Yl]acetamide NC1=C(C=C(C=N1)NC(C(N1C[C@@H]2CC[C@H]([C@@H]1C=1SC=CC1)C2)=O)=O)C